ClC=1C=CC=C2C[C@H](CC12)O (1S,2R)-7-chloro-2-hydroxy-2,3-dihydro-1H-inden